3-{trans-4-[(7-methoxy-4-quinazolinyl)oxy]cyclohexyl}-1-[2-methoxy-5-(trifluoromethyl)-3-pyridinyl]-2,4-imidazolidinedione COC1=CC=C2C(=NC=NC2=C1)O[C@@H]1CC[C@H](CC1)N1C(N(CC1=O)C=1C(=NC=C(C1)C(F)(F)F)OC)=O